3-(4-((4-(3-((4-((3-chloro-4-fluorophenyl)amino)-7-methoxyquinazolin-6-yl)oxy)propyl)piperazin-1-yl)methyl)phenyl)piperidine-2,6-dione ClC=1C=C(C=CC1F)NC1=NC=NC2=CC(=C(C=C12)OCCCN1CCN(CC1)CC1=CC=C(C=C1)C1C(NC(CC1)=O)=O)OC